CC=1N(C(=CC1)C)C1=C(C(=C(C#N)C=C1)F)F 4-(2,5-dimethyl-1H-pyrrol-1-yl)-2,3-difluorobenzonitrile